3-(2-fluoro-5-formylphenoxy)propanoic acid FC1=C(OCCC(=O)O)C=C(C=C1)C=O